CC1(CN(C1)C=1C=C2C(=CC=NC2=CC1)C(=O)O)C 6-(3,3-dimethyl-azetidin-1-yl)quinoline-4-carboxylic acid